[1-(hydroxymethyl)-2-(2-pyridyl)ethyl]-5-[4-(trifluoromethyl)phenoxy]naphthalene-2-carboxamide OCC(CC1=NC=CC=C1)C1=C(C=CC2=C(C=CC=C12)OC1=CC=C(C=C1)C(F)(F)F)C(=O)N